8-fluoro-3-isopropenyl-2-methyl-imidazo[1,2-a]Pyridine FC=1C=2N(C=CC1)C(=C(N2)C)C(=C)C